4,4,5,5-tetramethyl-2-[3-(trifluoromethoxy)phenyl]-1,3,2-dioxaborolan CC1(OB(OC1(C)C)C1=CC(=CC=C1)OC(F)(F)F)C